3-methyl-7-(2-(2-methylpyridin-4-yl)tetrahydro-2H-pyran-4-yl)-5-(methylthio)-1,3-dihydro-10H-furo[3,4-d]pyrazino[1,2-a]pyrimidin-10-one CC1OCC2=C1N=C1N(C2=O)C=C(N=C1SC)C1CC(OCC1)C1=CC(=NC=C1)C